6-(3,4-difluorophenyl)-1-[(4-methyl-3-pyridinyl)methyl]-3H-imidazo[4,5-b]pyridin-2-one FC=1C=C(C=CC1F)C=1C=C2C(=NC1)NC(N2CC=2C=NC=CC2C)=O